(3-(2-(2,6-dioxopiperidin-3-yl)-1,3-dioxoisoindolin-4-yl)prop-2-yn-1-yl)picolinamide O=C1NC(CCC1N1C(C2=CC=CC(=C2C1=O)C#CCC=1C(=NC=CC1)C(=O)N)=O)=O